C1(CCCCCCCCCO1)=O decano-lactone